N1(CCC1)C1=NC=CC(=N1)C=1C=C(C=CC1)C=1N=C(SC1)NC(CNC(=O)C1=CN(C=C1)S(=O)(=O)C)=O N-[2-[[4-[3-[2-(azetidin-1-yl)pyrimidin-4-yl]phenyl]thiazol-2-yl]amino]-2-oxo-ethyl]-1-methylsulfonyl-pyrrole-3-carboxamide